1,1'-(3-oxapentane-1,5-diyl)bis{4-[(E)-4-(diethylamino)styryl]-3-methylpyridin-1-ium} dichloride [Cl-].[Cl-].C(COCC[N+]1=CC(=C(C=C1)\C=C\C1=CC=C(C=C1)N(CC)CC)C)[N+]1=CC(=C(C=C1)\C=C\C1=CC=C(C=C1)N(CC)CC)C